N,N-dimethyl-N-butyl-N-heptylammonium C[N+](CCCCCCC)(CCCC)C